[Br-].C1(=CC=C(C=C1)[PH+](C1=CC=C(C=C1)C)C1=CC=C(C=C1)C)C tri(p-tolyl)phosphonium bromide